FC(C1=C(C2=C(N=N1)SC1=C2N=CN=C1N1CC(CC1)OC1=C(C=CC=C1)C)C)F 3-(difluoromethyl)-4-methyl-8-(3-(o-tolyloxy)pyrrolidin-1-yl)pyrimido[4',5':4,5]thieno[2,3-c]pyridazine